NC1=C(SC=2N=C(SC21)C)C(=O)N[C@@H]2CC1=CC=C(C=C1CC2)N2C[C@@H]([C@H](C2)OC)N 6-amino-N-[(2S)-6-[(3S,4S)-3-amino-4-methoxypyrrolidin-1-yl]-1,2,3,4-tetrahydronaphthalen-2-yl]-2-methylthieno[2,3-d][1,3]thiazole-5-carboxamide